ClC=1C=CC(=C(C1)C=1N=CN(C(C1)=O)[C@H]1CCCCCNC(C2CNC(CN2C=2C=CC=C1C2)=O)=O)N2N=NC(=C2)Cl (15S)-15-{4-[5-chloro-2-(4-chloro-1H-1,2,3-triazol-1-yl)phenyl]-6-oxo-1,6-dihydropyrimidin-1-yl}-2,5,9-triazatricyclo[14.3.1.02,7]eicosa-1(20),16,18-triene-4,8-dione